COC=1C(=NC(=C(C1)CCCCC)OC)CC(C)N 1-(3,6-dimethoxy-5-pentylpyridin-2-yl)propan-2-amine